C1(=CC=CC=C1)N(C1=CC=C(C=C1)C1=CC=C(C=C1)N(C1=CC=C(C=C1)N(C1=C(C=CC=C1)C)C1=CC=CC=C1)C1=CC=CC=C1)C1=CC=C(C=C1)N(C1=C(C=CC=C1)C)C1=CC=CC=C1 N,N'-diphenyl-N,N'-bis-[4-(phenyltolylamino)-phenyl]-biphenyl-4,4'-diamine